2-dicyclohexylphosphino-2',6'-dimethoxybiphenyl C1(CCCCC1)P(C1=C(C=CC=C1)C1=C(C=CC=C1OC)OC)C1CCCCC1